4-ethyl-1,11-dioxa-4,8-diazaspiro[5.6]dodecane C(C)N1CCOC2(C1)CNCCOC2